COC1=CC=2N(C(C(=C(N2)C)C2=CC=C(C=C2)OCC(F)(F)F)=O)C=C1 8-methoxy-2-methyl-3-(4-(2,2,2-trifluoroethoxy)phenyl)-4H-pyrido[1,2-a]pyrimidin-4-one